(E)-7-methoxy-6-styryl-2H-chromone-2-one COC1=C(C=C2C(CC(OC2=C1)=O)=O)\C=C\C1=CC=CC=C1